C(C)(C)(C)OC(=O)NC1=C(C(=O)OC)C=CC(=C1)CC(F)(F)F Methyl 2-[(tert-butoxycarbonyl)amino]-4-(2,2,2-trifluoroethyl)benzoate